COC1=CC=C(C=C(C(=O)OCCC)C#N)C=C1 n-propyl 4-methoxy-α-cyanocinnamate